COC(C1=CN=C(C=C1)C1=C(C=CC=C1)C)=O 6-(2-methylphenyl)nicotinic acid methyl ester